FC=1C=C2C3(CNC2=C(C1)C)CC3 5'-Fluoro-7'-methyl-spiro[cyclopropane-1,3'-indoline]